(S)-1-amino-2-(pyrrolidin-2-yl)-4-(4-((4-(trifluoromethyl)pyridin-2-yl)carbamoyl)phenyl)-1H-imidazole-5-carboxamide NN1C(=NC(=C1C(=O)N)C1=CC=C(C=C1)C(NC1=NC=CC(=C1)C(F)(F)F)=O)[C@H]1NCCC1